(R)-2-(4-methylpiperazin-1-yl)-2-oxo-1-phenylethyl 3-amino-6-(1-(1-(tert-butoxycarbonyl)piperidin-4-yl)-1H-pyrazol-4-yl)pyrazine-2-carboxylate NC=1C(=NC(=CN1)C=1C=NN(C1)C1CCN(CC1)C(=O)OC(C)(C)C)C(=O)O[C@@H](C(=O)N1CCN(CC1)C)C1=CC=CC=C1